C1C23C4=CC=5N=C(N=[N+](C5C=C4C=C(C2=CC=C1)NCC3)[O-])N 5,12b-(epiminoethano)phenanthro[3,2-e][1,2,4]triazin-10-amine-8-oxide